(R)-1-(3-(4-(4-(2-amino-4-(difluoromethyl)pyrimidin-5-yl)-6-morpholino-1,3,5-triazin-2-yl)piperazine-1-carbonyl)pyrrolidin-1-yl)-6-methylhept-5-ene-1,4-dione NC1=NC=C(C(=N1)C(F)F)C1=NC(=NC(=N1)N1CCOCC1)N1CCN(CC1)C(=O)[C@H]1CN(CC1)C(CCC(C=C(C)C)=O)=O